O([C@H]1[C@H](O)[C@@H](O)[C@H](O)[C@H](O1)CO)[C@H]1[C@H](O)[C@@H](O)[C@H](O)[C@H](O1)CO beta-glucopyranosyl-(1→2) beta-glucopyranoside